(S)-(1-(6-aminopyridin-3-yl)pyrrolidin-3-yl)methanol NC1=CC=C(C=N1)N1C[C@H](CC1)CO